trans-3-(4-((4-(1-(tert-Butyl)-1H-pyrazol-4-yl)pyridin-2-yl)((4-(4-methoxy-3-methylphenyl)bicyclo[2.2.2]octan-1-yl)methyl)carbamoyl)cyclohexyl)propanoic acid C(C)(C)(C)N1N=CC(=C1)C1=CC(=NC=C1)N(C(=O)[C@@H]1CC[C@H](CC1)CCC(=O)O)CC12CCC(CC1)(CC2)C2=CC(=C(C=C2)OC)C